2-(Trifluoromethyl)-5-(3-methoxyphenyl)-N-(3-(2-(piperidin-1-yl)propyl)-1,2,4-thiadiazole-5-yl)furan-3-carboxamide FC(C=1OC(=CC1C(=O)NC1=NC(=NS1)CC(C)N1CCCCC1)C1=CC(=CC=C1)OC)(F)F